COC(CCCC(=O)N)=O 5-amino-5-oxopentanoic acid methyl ester